C(#N)C1=C(OC=2C=C3C(N(C=NC3=CC2)CCCC2CCN(CC2)C(CN2CCC(CC2)C2=CC=C(C=C2)NC2C(NC(CC2)=O)=O)=O)=O)C(=CC=C1NS(N(C)CC)(=O)=O)F 6-[2-cyano-3-[[ethyl(methyl)sulfamoyl]amino]-6-fluorophenoxy]-3-[3-[1-[2-[4-[4-[(2,6-dioxopiperidin-3-yl)amino]phenyl]piperidin-1-yl]acetyl]piperidin-4-yl]propyl]-4-oxoquinazoline